5-[5',6'-dihydrospiro[pyrrolidine-3,4'-pyrrolo[1,2-b]pyrazol]-2'-yl]-3-(trifluoromethyl)pyridin-2-amine-hydrochloride salt Cl.N=1N2C(=CC1C=1C=C(C(=NC1)N)C(F)(F)F)C1(CC2)CNCC1